4-(Methylamino)Butyric Acid Hydrochloride Cl.CNCCCC(=O)O